C(C)(C)(C)C=1C=C(C=C(C1)C(C)(C)C)PC1=CC(=CC(=C1)C(C)(C)C)C(C)(C)C bis(3,5-ditert-butylphenyl)phosphane